COC=1C=C2CCNCC2=CC1NC1=NC2=CC(=CC=C2C=N1)C=1C=NC=C(C1)C N-(6-methoxy-1,2,3,4-tetrahydroisoquinolin-7-yl)-7-(5-methylpyridin-3-yl)quinazolin-2-amine